O=C1CN=C(C2=C(N1)C1=CC=CC=C1C=C2)C2=CC=C(C=C2)NC(CCC2=NC=CC=C2)=O N-[4-(2-oxo-2,3-dihydro-1H-naphtho[1,2-e][1,4]-diazepin-5-yl)phenyl]-3-(pyridin-2-yl)propionamide